C(C)OC1=C(C=CC(=N1)C(CS(=O)(=O)C)N1C(C2=C(C=CC(=C2C1=O)NC(C)=O)F)=O)OC N-(2-(1-(6-ethoxy-5-methoxypyridin-2-yl)-2-(methylsulfonyl)ethyl)-7-fluoro-1,3-dioxoisoindolin-4-yl)acetamide